C1=C(C=CC2=CC=CC=C12)CN(CC(C)(C)C)C1=NC=CC(=N1)C#N ((naphthalen-2-ylmethyl)(neopentyl)amino)pyrimidine-4-carbonitrile